C(C)(C)(C)OC(=O)N1CCC2(CC2)CC1 (5S)-6-(tert-butoxycarbonyl)-6-azaspiro[2.5]octane